5-(1-methylpiperidine-4-carbonyl)furo[2,3-c]pyridine-2-carbonitrile CN1CCC(CC1)C(=O)C=1C=C2C(=CN1)OC(=C2)C#N